ClC=1C(=C(C(=O)NC=2C(=CC3=C(N(C(=N3)CCC(C)(C)O)C)C2)C(C)(C)O)C=CC1)F 3-chloro-2-fluoro-N-(2-(3-hydroxy-3-methylbutyl)-5-(2-hydroxypropan-2-yl)-1-methyl-1H-Benzo[d]imidazol-6-yl)benzamide